FC(C(=O)O)(F)F.N=1N=CN(C1)C(CC)C12CC(CC(N1)C2)C cis-1-(1-(4H-1,2,4-triazol-4-yl)propyl)-3-methyl-6-azabicyclo[3.1.1]heptane trifluoroacetate